FC=1C=C2C(CCC(C2=CC1)=O)(C)C 6-fluoro-4,4-dimethyl-3,4-dihydronaphthalene-1(2H)-one